S1(CCC(CC1)S(=O)(=O)N)(=O)=O tetrahydro-2H-thiopyran-4-sulfonamide 1,1-dioxide